((2-chloroacetyl)azanediyl)bis(ethane-2,1-diyl) ditetradecanoate C(CCCCCCCCCCCCC)(=O)OCCN(CCOC(CCCCCCCCCCCCC)=O)C(CCl)=O